m-toluenesulphonic acid CC1=CC(=CC=C1)S(=O)(=O)O